6-((S)-1-amino-1,3-dihydrospiro[indene-2,4'-piperidine]-1'-yl)-3-((1S,2S)-2-phenylcyclopropyl)-1,5-dihydro-4H-pyrazolo[3,4-d]pyrimidin-4-one N[C@@H]1C2=CC=CC=C2CC12CCN(CC2)C=2NC(C1=C(N2)NN=C1[C@@H]1[C@H](C1)C1=CC=CC=C1)=O